COC(=O)N1CC(C[C@H](C1)CC1=C(N=C2N1C=CC(=C2)C)C2=C(C=C(C=C2F)C(NC)=O)F)(F)F (R)-5-((2-(2,6-difluoro-4-(methylcarbamoyl)phenyl)-7-methylimidazo[1,2-a]pyridin-3-yl)methyl)-3,3-difluoropiperidine-1-carboxylic acid methyl ester